O1N=C(C=C1)CN1C(C2=CC=C(C=C2CC1)OC)=O 2-(isoxazol-3-yl-methyl)-6-methoxy-3,4-dihydroisoquinolin-1-one